bisgeranyl bisphosphate P(=O)(OC\C=C(/C)\CCC=C(C)C)([O-])[O-].P(=O)(OC\C=C(/C)\CCC=C(C)C)([O-])[O-]